C(C)N1C(NC2=CC(=CC(=C2C1=O)C)CN1CCN(CC1)C=1C=CC(=NC1F)C(=O)NC)=O 5-(4-((3-ethyl-5-methyl-2,4-dioxo-1,2,3,4-tetrahydroquinazolin-7-yl)methyl)piperazin-1-yl)-6-fluoro-N-methylpicolinamide